C(C)(C)(C)OC(=O)N1C[C@H]2N(C3=C(OCC2)C=C(C(=C3)OC)I)CC1 (S)-9-iodo-10-methoxy-1,2,4,4a,5,6-hexahydro-3H-benzo[b]pyrazino[1,2-d][1,4]oxazepine-3-carboxylic acid tert-butyl ester